N[C@]1(CN(CC1)C1=C(C(=C(C=C1)F)CC)CN1C2=NC=NC(=C2N=C1)N)C(=O)NC1CC1 (R)-3-Amino-1-(2-((6-amino-9H-purin-9-yl)methyl)-3-ethyl-4-fluorophenyl)-N-cyclopropylpyrrolidin-3-carboxamide